1-(2-(aminomethyl)-5-cyclopropylpyrazolo[1,5-a]pyridin-7-yl)-3-methylimidazolidine-2,4-dione NCC1=NN2C(C=C(C=C2N2C(N(C(C2)=O)C)=O)C2CC2)=C1